methylvinylfluorosilane CC=C[SiH2]F